ClC1=C(OCC2CN(C2)C(=O)N2CC3(C2)CC(C3)C3=NN=C(N3)C3CC3)C=CC(=C1)F [3-[(2-chloro-4-fluoro-phenoxy)methyl]azetidin-1-yl]-[6-(5-cyclopropyl-4H-1,2,4-triazol-3-yl)-2-azaspiro[3.3]heptan-2-yl]methanone